3-(6-fluoro-1-(4-fluoro-3-methylphenyl)-5-hydroxy-2-isopropyl-1H-indol-3-yl)propanoic acid FC1=C(C=C2C(=C(N(C2=C1)C1=CC(=C(C=C1)F)C)C(C)C)CCC(=O)O)O